anti-N-(2-fluorophenyl)-1-methyl-2-oxo-4-(3-(trifluoromethyl)phenyl)pyrrolidine-3-carboxamide FC1=C(C=CC=C1)NC(=O)C1C(N(CC1C1=CC(=CC=C1)C(F)(F)F)C)=O